3-(4-n-octyl-phenyl)propanal C(CCCCCCC)C1=CC=C(C=C1)CCC=O